N-(6-((3S,4r,5R)-4-hydroxy-3,4,5-trimethylpiperidin-1-yl)pyrimidin-4-yl)-6-(1-(2,2,2-trifluoroethyl)-1H-pyrazol-4-yl)picolinamide OC1([C@H](CN(C[C@H]1C)C1=CC(=NC=N1)NC(C1=NC(=CC=C1)C=1C=NN(C1)CC(F)(F)F)=O)C)C